COC(C=C)=O.OC1=CC=C(C=C1)C(C)(C)C1=CC=C(C=C1)O bisphenol A (methyl)acrylate